ClC1=C(C=C(C=N1)C(C)O)C(F)F (6-chloro-5-(difluoromethyl)pyridin-3-yl)ethanol